C1OCC2=C1C=CC(=C2)C(=O)O 1,3-dihydro-2-benzofuran-5-carboxylic acid